N[C@H](C(=O)NC1=CC=C(C=C1)C=1C(=[N+](C=CC1C(F)(F)F)[O-])C)[C@@H]1CC(CCC1)(F)F 3-(4-((S)-2-amino-2-((S)-3,3-difluorocyclohexyl)acetamido)phenyl)-2-methyl-4-(trifluoromethyl)pyridine 1-oxide